C(CCCC)OC(NC1=CC=C(C=C1)C1=N[C@H](CC2=CC(=CC=C12)OC)CCCC)=O (S)-(4-(3-butyl-6-methoxy-3,4-dihydroisoquinolin-1-yl)phenyl)carbamic acid pentyl ester